4,4'-diphenoxybenzophenone O(C1=CC=CC=C1)C1=CC=C(C(=O)C2=CC=C(C=C2)OC2=CC=CC=C2)C=C1